FC(OC=1C=C(C=C2C(=NN(C12)CC#C)C1=C(C(=O)N)C=CC(=C1)F)C)F (7-(difluoromethoxy)-5-methyl-1-(prop-2-yn-1-yl)-1H-indazol-3-yl)-4-fluorobenzamide